C(C=CC1=CC=CC=C1)(=O)NCCC1=CNC2=CC=CC=C12 N-Cinnamoyl-tryptamine